Cl.Cl.NC1CCN(CC1)C(CC=1N=C(SC1)N)=O 1-(4-Aminopiperidin-1-yl)-2-(2-amino-1,3-thiazol-4-yl)ethanone dihydrochloride